NC1=CC(=C(OC=2C=C(SC2Br)C(=O)OC)C(=C1)C)C methyl 4-(4-amino-2,6-dimethylphenoxy)-5-bromothiophene-2-carboxylate